FC(C=1C=C(C=C(C1)C(F)(F)F)CCC(C(=O)NC)(C1=CC=CC=C1)N1CCN(CC1)CC1CC1)(F)F 2-[3,5-bis(trifluoromethyl)phenyl]ethyl-2-[4-(cyclopropylmethyl)piperazin-1-yl]-N-methyl-2-phenylacetamide